BrC1=CC=C(CC=2C(C3=CC=CC=C3C(C2C)=O)=O)C=C1 2-(4-bromobenzyl)-3-methylnaphthalene-1,4-dione